ClC1=NC=C(C(=C1)N1C[C@H](CCC1)O)C#CC=1C=NN(C1)C(F)(F)F (S)-1-(2-chloro-5-((1-(trifluoromethyl)-1H-pyrazol-4-yl)ethynyl)pyridin-4-yl)piperidin-3-ol